C1(=CC=CC=C1)C1=CC(=NC2=C3N=C(C=C(C3=CC=C12)C1=CC=CC=C1)C(=O)O)C(=O)O 4,7-diphenyl-1,10-phenanthroline-2,9-dicarboxylic acid